BrC1=CC2=C(SC(C(N2)=O)CC(=O)NCC2CCCCC2)N=C1 2-(7-bromo-2-oxo-2,3-dihydro-1H-pyrido[2,3-b][1,4]thiazin-3-yl)-N-(cyclohexylmethyl)acetamide